NC1=CC=C(OC2CCN(CC2)C(=O)C2CCN(CC2)C)C=C1 (4-(4-aminophenoxy)piperidin-1-yl)(1-methylpiperidin-4-yl)methanone